C(C)(C)(C)P(CC=CC)C(C)(C)C dit-butylcrotylphosphine